5,5'-(6-(4-(3,6-bis(4-(9H-carbazol-9-yl)phenyl)-9H-carbazol-9-yl)phenyl)-4-(2-(6-methylpyridin-2-yl)phenyl)pyridine-2,5-diyl)bis(5H-pyrido[3,2-b]indole) C1=CC=CC=2C3=CC=CC=C3N(C12)C1=CC=C(C=C1)C=1C=CC=2N(C3=CC=C(C=C3C2C1)C1=CC=C(C=C1)N1C2=CC=CC=C2C=2C=CC=CC12)C1=CC=C(C=C1)C1=C(C(=CC(=N1)N1C2=C(C=3C=CC=CC13)N=CC=C2)C2=C(C=CC=C2)C2=NC(=CC=C2)C)N2C1=C(C=3C=CC=CC23)N=CC=C1